C(CCC)C(COC(CCCCCCCCCC(=O)NCCCCCCCC)=O)CCCCCC 11-(octylamino)-11-oxoundecanoic acid 2-butyloctyl ester